trifluoromethanesulfonylbenzene-1-sulfonamide FC(S(=O)(=O)C1=C(C=CC=C1)S(=O)(=O)N)(F)F